C(C)[C@]1(C(OCC=2C(N3CC=4C(=NC=5C=C(C(=C6C5C4[C@H](CC6)NC(CC(C)(C)O)=O)C)F)C3=CC21)=O)=O)O N-((1S,9S)-9-ethyl-5-fluoro-9-hydroxy-4-methyl-10,13-dioxo-2,3,9,10,13,15-hexahydro-1H,12H-benzo[de]pyrano[3',4':6,7]indolizino[1,2-b]quinolin-1-yl)-3-hydroxy-3-methylbutanamide